FC(C(C(F)(F)F)OC(=O)N1CCC(CC1)(C)N(C)CC1=C(OCC(=O)O)C=C(C=C1)C(F)(F)F)(F)F 2-(2-(((1-(((1,1,1,3,3,3-Hexafluoropropan-2-yl)oxy)carbonyl)-4-methylpiperidin-4-yl)(methyl)amino)methyl)-5-(trifluoromethyl)phenoxy)acetic acid